didecylmethyl-amine oxide C(CCCCCCCCC)[N+](C)(CCCCCCCCCC)[O-]